COC1=C(C=CC=C1)CCS(=O)(=O)NC1=C(N=CS1)C(=O)O 5-{[2-(2-methoxyphenyl)ethyl]sulfonylamino}-1,3-thiazole-4-carboxylic acid